O=C1CCC=2C1=NC1=C(C2NC(OCC(Cl)(Cl)Cl)=O)CCC1 2,2,2-Trichloroethyl (3-oxo-1,2,3,5,6,7-hexahydrodicyclopenta[b,e]pyridin-8-yl)carbamate